4-(carboxymethoxy)-3-methoxybenzoic acid C(=O)(O)COC1=C(C=C(C(=O)O)C=C1)OC